OC1CCN(CC1)C(CN1CCC(CC1)NC1=C2C=C(N(C2=CC=C1)CC(F)(F)F)C#CCNC=1C=CC(=NC1)C(C#N)(C)C)=O 2-[5-({3-[4-({1-[2-(4-hydroxypiperidin-1-yl)-2-oxoethyl]piperidin-4-yl}amino)-1-(2,2,2-trifluoroethyl)-1H-indol-2-yl]prop-2-yn-1-yl}amino)pyridin-2-yl]-2-methylpropanenitrile